3-(4-ethoxyphenyl)-1-(2,2-dimethyl-2,3-dihydrobenzofuran-5-yl)-2-(trifluoromethyl)prop-2-en-1-one C(C)OC1=CC=C(C=C1)C=C(C(=O)C=1C=CC2=C(CC(O2)(C)C)C1)C(F)(F)F